C(C)(C)(C)[S@@](=O)N[C@H](C1=NC2=C(N1COCC[Si](C)(C)C)C=CC(=C2)[C@@H](C)NC(CCC(F)(F)F)=O)[C@H]2CC(CCC2)(F)F N-((R)-1-(2-((S)-(((R)-tert-Butylsulfinyl)amino)((R)-3,3-difluorocyclohexyl)methyl)-1-((2-(trimethylsilyl)ethoxy)methyl)-1H-benzo[d]imidazol-5-yl)ethyl)-4,4,4-trifluorobutanamide